4-(7-fluoro-1H-pyrrolo[3,2-c]pyridin-4-yl)-N-(4-hydroxy-bicyclo[2.2.1]heptan-1-yl)benzamide FC=1C2=C(C(=NC1)C1=CC=C(C(=O)NC34CCC(CC3)(C4)O)C=C1)C=CN2